6-[3-methyl-1-(2,2,2-trifluoroethyl)-1H-pyrazolo[3,4-b]pyrazin-6-yl]-2-[2-methyl-4-(trifluoromethyl)pyrimidin-5-yl]-2,6-diazaspiro[3.4]octane CC1=NN(C2=NC(=CN=C21)N2CC1(CN(C1)C=1C(=NC(=NC1)C)C(F)(F)F)CC2)CC(F)(F)F